selenoproline N1[C@@H](CCC1)C(=[Se])O